tert-Butyl (2-fluoroethyl)(methyl)carbamate FCCN(C(OC(C)(C)C)=O)C